BrC1=CN=C2N1N=C(C=C2)OC2=CC(=C(C=C2)NC(=O)C=2C(N(C=CC2OCC)C2=CC=C(C=C2)F)=O)F N-(4-((3-bromoimidazo[1,2-b]pyridazin-6-yl)oxy)-2-Fluorophenyl)-4-ethoxy-1-(4-fluorophenyl)-2-oxo-1,2-dihydropyridine-3-carboxamide